[3-(difluoromethyl)-[1,2,4]triazolo[4,3-a]pyridin-7-yl]methanamine FC(C1=NN=C2N1C=CC(=C2)CN)F